C(N1CCC(CC1)C(=O)O)([2H])([2H])[2H] 1-(methyl-d3)piperidine-4-carboxylic acid